[C@@H]1([C@H](O)[C@H](O)[C@@H](C)O1)N1C=NC=2C(O)=NC=NC12 5'-deoxyInosine